ClC1=CC=C(CCN2CC(CC2)C(=O)N[C@@H]([C@H](O)C2=CC3=C(OCCO3)C=C2)CN2CCCC2)C=C1 1-(4-chlorophenethyl)-N-((1R,2R)-1-(2,3-dihydrobenzo[b][1,4]dioxin-6-yl)-1-hydroxy-3-(pyrrolidin-1-yl)propan-2-yl)pyrrolidine-3-carboxamide